C(C1=CC=CC=C1)OC(=O)N1CC(CC1)C(=O)C1C(C2=CC=C(C=C2C1=O)C(=O)C=1C=C2C(C(C(C2=CC1)=O)C(=O)C1CN(CC1)C(=O)OCC1=CC=CC=C1)=O)=O benzyl 3-[5-(2-{1-[(benzyloxy)carbonyl]pyrrolidine-3-carbonyl}-1,3-dioxo-2,3-dihydro-1H-indene-5-carbonyl)-1,3-dioxo-2,3-dihydro-1H-indene-2-carbonyl]pyrrolidine-1-carboxylate